(3-(imidazo[1,2-a]pyrimidin-6-yl)-1H-pyrrolo[2,3-b]pyridin-5-yl)(3-methyl-3,8-diazabicyclo[3.2.1]octan-8-yl)methanone N=1C=CN2C1N=CC(=C2)C2=CNC1=NC=C(C=C12)C(=O)N1C2CN(CC1CC2)C